C(C)(C)(C)OC(=O)N1CC=2C(CC1)=CNC2C(NCC2(CC(C2)OCC2=CC=CC=C2)CO)=O 3-[[3-benzyloxy-1-(hydroxymethyl)cyclobutyl]Methyl-carbamoyl]-2,4,6,7-tetrahydropyrrolo[4,3-c]Pyridine-5-carboxylic acid tert-butyl ester